benzyl 4-[3-(tert-butoxycarbonylamino)propyl]-4-(2-tert-butoxy-2-oxo-ethyl)piperazin-4-ium-1-carboxylate C(C)(C)(C)OC(=O)NCCC[N+]1(CCN(CC1)C(=O)OCC1=CC=CC=C1)CC(=O)OC(C)(C)C